S(=O)(=O)(C1=CC=C(C)C=C1)N1C(=CC2=CC=CC=C12)O 1-tosyl-1H-indol-ol